C(=O)(OC(C)(C)C)N[C@@H](CCCCNC(=O)OC(C)(C)C)C(=O)O N2,N6-di-Boc-L-lysine